[4-bromo-2-(1,1-difluoroethyl)-5-fluorophenoxy]acetic acid BrC1=CC(=C(OCC(=O)O)C=C1F)C(C)(F)F